C(CCCCCCCCCC=CCCCCCC)(=O)O Octadeca-11-enoic acid